CC(=CC(=O)O)C=C 3-methylpent-2,4-dienoic acid